S1C(=CC=C1)C1N(CC1)C(=O)C12CC(C1)(C2)CN2N=CC1=CC(=CC=C21)C#N 1-((3-(2-(thiophen-2-yl)-azetidine-1-carbonyl)bicyclo-[1.1.1]pentan-1-yl)methyl)-1H-indazole-5-carbonitrile